OCC(=O)NC1=NC(=NC(=N1)C1=CC=CC=C1)NC1=CC=CC=C1 hydroxy-N-(4-phenyl-6-(phenylamino)-1,3,5-triazin-2-yl)acetamide